methyl-2,6-dichloro-1-bromobenzene CC=1C(=C(C(=CC1)Cl)Br)Cl